COC([C@@H](NC(=S)N1C=CC2=C1N=CN=C2N(C)[C@H]2CN(CC[C@H]2C)C(CC#N)=O)CCCCN)=O (4-(((3R,4R)-1-(2-cyanoacetyl)-4-methylpiperidin-3-yl)(methyl)amino)-7H-pyrrolo[2,3-d]pyrimidine-7-thiocarbonyl)-L-lysine methyl ester